4-Pyridylalanine N1=CC=C(C=C1)N[C@@H](C)C(=O)O